6-(7-(8-ethyl-7-fluoro-3-hydroxynaphthalen-1-yl)-8-fluoro-2-((2-methylenetetrahydro-1H-pyrrolizin-7a(5H)-yl)methoxy)pyrido[4,3-d]pyrimidin-4-yl)-1,6-diazaspiro[3.5]nonan-2-one C(C)C=1C(=CC=C2C=C(C=C(C12)C1=C(C=2N=C(N=C(C2C=N1)N1CC2(CC(N2)=O)CCC1)OCC12CCCN2CC(C1)=C)F)O)F